1-((4-methoxy-4-oxobutyl)amino)cyclopentane-1-carboxylic acid methyl ester COC(=O)C1(CCCC1)NCCCC(=O)OC